C1(CCCCC1)C1=C2C(=CC(=C1)O2)C2CCCCC2 (2,6-di-cyclohexyl-1,4-phenylene) ether